trans-3-(3,4,5-trifluorophenoxy)cyclobutane-1-amine hydrochloride Cl.FC=1C=C(O[C@@H]2C[C@H](C2)N)C=C(C1F)F